3-chloro-2-[[5-chloro-2-(6-chloro-3-pyridyl)-4-(difluoromethyl)imidazol-1-yl]methyl]-5-fluoro-pyridine ClC=1C(=NC=C(C1)F)CN1C(=NC(=C1Cl)C(F)F)C=1C=NC(=CC1)Cl